3-(6-(9-(4-(4-aminophenyl)piperazin-1-yl)-3-azaspiro[5.5]undecan-3-yl)-1-oxoisoindolin-2-yl)piperidine-2,6-dione NC1=CC=C(C=C1)N1CCN(CC1)C1CCC2(CCN(CC2)C2=CC=C3CN(C(C3=C2)=O)C2C(NC(CC2)=O)=O)CC1